3-(benzyloxy)cyclobutane-1-carbaldehyde C(C1=CC=CC=C1)OC1CC(C1)C=O